methyl 4-{[N-(5,6-dimethoxybenzothiazol-2-yl)carbamoyl]methyl}benzoate COC=1C(=CC2=C(N=C(S2)NC(=O)CC2=CC=C(C(=O)OC)C=C2)C1)OC